5-(3-(dimethoxymethyl)azetidin-1-yl)-3-methoxyphthalic acid COC(C1CN(C1)C1=CC(=C(C(C(=O)O)=C1)C(=O)O)OC)OC